COCC1(CCNCC1)C(=O)O 4-(methoxymethyl)piperidine-4-carboxylic acid